C=CCCCCCCCCCCCCO tetradecenol